FC(C=1C=C(C=C(C1)C(F)(F)F)C#C)(F)F 3,5-bistrifluoromethyl-phenylacetylene